tert-butyl 2-ethylidene-1-methylhydrazine-1-carboxylate C(C)=NN(C(=O)OC(C)(C)C)C